F[C@H]1CN(CC[C@H]1NC=1C=2N(C=CC1)C(=C(N2)C#CCNC2=C(C=C(C=C2)C(=O)N2CCCC2)OC)CC(F)(F)F)C (3S,4R)-3-fluoro-N-[2-(3-{[2-methoxy-4-(pyrrolidine-1-carbonyl)phenyl]amino}prop-1-yn-1-yl)-3-(2,2,2-trifluoroethyl)imidazo[1,2-a]pyridin-8-yl]-1-methylpiperidin-4-amine